tert-butyl N-[4-[[4-[3-(4-amino-2-fluoro-phenoxy)-4-pyridyl]pyrimidin-2-yl]amino]cyclohexyl]carbamate NC1=CC(=C(OC=2C=NC=CC2C2=NC(=NC=C2)NC2CCC(CC2)NC(OC(C)(C)C)=O)C=C1)F